O[C@@H]1[C@H](O[C@@H]2[C@@H]1OC1N2C=CC(N1)=O)CO (2R,3R,3aR,9aR)-3-hydroxy-2-(hydroxymethyl)-2,3,3a,4a,5,9a-hexahydro-6H-furano[2',3':4,5]oxazolo[3,2-a]pyrimidin-6-one